methyl-2-methyl-hexyl acetate C(C)(=O)OC(C(CCCC)C)C